C(N)(OCC1CN(C=2N(C1)N=CC2)C2=CC=C(C=C2)C#C[Si](C)(C)C)=O ((4-(4-((trimethylsilyl) ethynyl) phenyl)-4,5,6,7-tetrahydropyrazolo[1,5-a]pyrimidin-6-yl) methyl) carbamate